diglycidyl-1,6-dihydroxynaphthalene C(C1CO1)C=1C(=C(C2=CC=C(C=C2C1)O)O)CC1CO1